(S)-5-(5-(3,5-dimethylisoxazol-4-yl)-1-((1r,4S)-4-methoxycyclohexyl)-1H-benzo[d]imidazol-2-yl)-1-(3-fluoro-4-methoxyphenyl)pyrrolidin-2-one CC1=NOC(=C1C1=CC2=C(N(C(=N2)[C@@H]2CCC(N2C2=CC(=C(C=C2)OC)F)=O)C2CCC(CC2)OC)C=C1)C